CC1(CN(CCO1)C1=CC(N(N=C1)CC=1N(N=NC1C=1C=NC(=CC1)C)C)=O)C 5-(2,2-dimethylmorpholin-4-yl)-2-[[3-methyl-5-(6-methyl-3-pyridyl)triazol-4-yl]methyl]pyridazin-3-one